OCCN(CCOCCOCCC(=O)OC(CCCCCCCC)CCCCCCCC)CCOCCOCCC(=O)OC(CCCCCCCC)CCCCCCCC Di(heptadecan-9-yl) 10-(2-hydroxyethyl)-4,7,13,16-tetraoxa-10-azanonadecane-dioate